2-iodo-5-nitro-N-[6-(propan-2-yl)pyridazin-3-yl]benzamide IC1=C(C(=O)NC=2N=NC(=CC2)C(C)C)C=C(C=C1)[N+](=O)[O-]